ClC=1C(=NC=CC1C1=C(C(=CC=C1)C1=NC(=C(C=C1)CNC[C@H]1NC(CC1)=O)OC)Cl)C1=CC(=C(CN2[C@@H](CCC2)C(=O)O)C=C1)OC (4-(3-chloro-4-(2-chloro-3-(6-methoxy-5-(((((S)-5-oxopyrrolidin-2-yl)methyl)amino)methyl)pyridin-2-yl)phenyl)pyridin-2-yl)-2-methoxybenzyl)-L-proline